OCC1(CC1)S(=O)(=O)C1(CC1)COC=1C=CN=C2C=C(C(N(C12)C)=O)C(=O)OCC ethyl 8-((1-((1-(hydroxymethyl)cyclopropyl)sulfonyl)cyclopropyl)methoxy)-1-methyl-2-oxo-1,2-dihydro-1,5-naphthyridine-3-carboxylate